(R)-2-(1-(3-bromophenyl)cyclopropyl)-6-(2-(3-chlorophenyl)-2-hydroxyacetyl)-5,6,7,8-tetrahydropyrido[4,3-d]pyrimidin-4(3H)-one BrC=1C=C(C=CC1)C1(CC1)C=1NC(C2=C(N1)CCN(C2)C([C@H](O)C2=CC(=CC=C2)Cl)=O)=O